1-((1R,5S,7r)-7-(3-(2-hydroxyphenyl)-5-(2-(((R)-tetrahydrofuran-3-yl)oxy)ethyl)-7H-pyrrolo[2,3-c]pyridazin-6-yl)-3-oxa-9-azabicyclo[3.3.1]nonan-9-yl)prop-2-en-1-one OC1=C(C=CC=C1)C1=CC2=C(N=N1)NC(=C2CCO[C@H]2COCC2)C2C[C@H]1COC[C@@H](C2)N1C(C=C)=O